2,2-dimethylcyclopentane-1,3-dione CC1(C(CCC1=O)=O)C